1-bromo-8-chloro-3-(1-(5-chloro-2-ethoxy-4-methylphenyl)ethyl)imidazo[1,5-a]pyrazine BrC=1N=C(N2C1C(=NC=C2)Cl)C(C)C2=C(C=C(C(=C2)Cl)C)OCC